N(=O)C1=NC(=CC(=N1)N)N NITROSOPYRIMIDIN-4,6-DIAMINE